CN1NC(C=2C(C1=O)=CC(N(C2)C2CCOCC2)=O)=O 2-methyl-6-(tetrahydro-2H-pyran-4-yl)-2,3-dihydropyrido[3,4-d]pyridazine-1,4,7(6H)-trione